2-(4-Methyl-2-propan-2-ylphenyl)-5-pentylbenzene-1,3-diol CC1=CC(=C(C=C1)C1=C(C=C(C=C1O)CCCCC)O)C(C)C